2-methyl-4-(1-piperidinyl)piperidine CC1NCCC(C1)N1CCCCC1